ClC=1C(N(C(=CC1OCC1=NC=C(C=C1F)F)C)C1=CC(=NC=C1C)N1C(C(=CC=C1)C(C)(C)O)=O)=O rel-3-chloro-4-[(3,5-difluoropyridin-2-yl)methoxy]-2'-[3-(2-hydroxypropan-2-yl)-2-oxopyridin-1-yl]-5',6-dimethyl-[1,4'-bipyridin]-2-one